2-methyl-N-(diethylmethoxysilyloctyl)-1-aza-2-silacyclopentane C[SiH]1N(CCC1)CCCCCCCC[Si](OC)(CC)CC